OC1CC(C2=CC=CC=C2C1C1=CC(=C(C=C1)Cl)Cl)=NN 3-hydroxy-9-{4-(3,4-dichlorophenyl)-1-tetralone} hydrazone